2-((S)-2-hydroxy-2-((R)-1,2,3,4-tetrahydroisoquinolin-3-yl)ethyl)-6-(2-hydroxy-7-azaspiro[3.5]nonane-7-carbonyl)-4,4-dimethyl-3,4-dihydroisoquinolin-1(2H)-one hydrochloride Cl.O[C@@H](CN1C(C2=CC=C(C=C2C(C1)(C)C)C(=O)N1CCC2(CC(C2)O)CC1)=O)[C@@H]1NCC2=CC=CC=C2C1